2-[3-methyl-4-(4,4,5,5-tetramethyl-1,3,2-dioxaborolan-2-yl)phenyl]acetic acid CC=1C=C(C=CC1B1OC(C(O1)(C)C)(C)C)CC(=O)O